3-(5-(((1R,2S,3R,4S)-3-(3-ethoxyazetidin-1-yl)bicyclo[2.2.1]heptan-2-yl)oxy)-1-oxoisoindolin-2-yl)piperidine-2,6-dione C(C)OC1CN(C1)[C@H]1[C@H]([C@@H]2CC[C@H]1C2)OC=2C=C1CN(C(C1=CC2)=O)C2C(NC(CC2)=O)=O